(E)-4-methoxybenzaldehyde O-(2-chloro-6-((4,6-dimethoxypyrimidin-2-yl)thio)benzoyl) oxime ClC1=C(C(=O)O\N=C\C2=CC=C(C=C2)OC)C(=CC=C1)SC1=NC(=CC(=N1)OC)OC